C(C)(C)(C)C1=CC=C(OC=2OC3=C(N2)C=CC=C3)C=C1 2-(4-(tert-butyl)phenoxy)benzo[d]oxazole